2-(2-(methylamino)ethoxy)-4-nitroaniline CNCCOC1=C(N)C=CC(=C1)[N+](=O)[O-]